C(C)C1(CCCCC1)O ethyl-cyclohexan-1-ol